3-ethyl-imidazo[1,5-a]pyridin C(C)C1=NC=C2N1C=CC=C2